N-(6-methyl-2-(pyrrolidin-1-yl)pyrimidin-4-yl)benzene-1,4-diamine CC1=CC(=NC(=N1)N1CCCC1)NC1=CC=C(C=C1)N